silanetriolate [SiH]([O-])([O-])[O-]